BrC=1C(=C(C(=O)OC(C)(C)C)C(=C(C1OC(C1=C(C=C(C=C1C)O)OC)=O)C)C)OCOC tert-butyl 3-bromo-4-((4-hydroxy-2-methoxy-6-methylbenzoyl)oxy)-2-(methoxymethoxy)-5,6-dimethylbenzoate